N-((4-((4-(3-(3,5-dimethyl-1-(3-methyl-[1,2,4]triazolo[4,3-b]pyridazin-6-yl)-1H-pyrazol-4-yl)propanoyl)piperazin-1-yl)methyl)phenyl)sulfonyl)acetamide CC1=NN(C(=C1CCC(=O)N1CCN(CC1)CC1=CC=C(C=C1)S(=O)(=O)NC(C)=O)C)C=1C=CC=2N(N1)C(=NN2)C